3-{4-[(4-fluoro-3-methylphenyl)sulfamoyl]phenyl}-1-(pyridin-3-ylmethyl)urea FC1=C(C=C(C=C1)NS(=O)(=O)C1=CC=C(C=C1)NC(NCC=1C=NC=CC1)=O)C